FC(CNC(=O)C1=CN=C2N1C=C(C=C2)C2=CNC1=NC=CC(=C12)OC)F N-(2,2-difluoroethyl)-6-(4-methoxy-1H-pyrrolo[2,3-b]pyridin-3-yl)imidazo[1,2-a]pyridine-3-carboxamide